[Ir].S1C(=NC=C1)C=1SC=CN1 bithiazole iridium